ClC1=CC=C2C(=C(NC2=C1C=1C(=NN(C1CC)C)CCC(N1CCOCC1)O)C(=O)OCC)CCCOC1=CC=CC2=CC(=CC=C12)F Ethyl 6-chloro-7-{5-ethyl-3-[(1R)-hydroxy-3-(morpholin-4-yl)propyl]-1-methyl-1H-pyrazol-4-yl}-3-{3-[(6-fluoronaphthalen-1-yl)oxy]propyl}-1H-indole-2-carboxylate